COC=1C=C(C=NC1)C1(COC1)OCC(=O)N1CC2CCC(C1)N2C2=NC=C(C#N)C=C2 6-(3-(2-((3-(5-methoxypyridin-3-yl)oxetan-3-yl)oxy)acetyl)-3,8-diazabicyclo[3.2.1]octan-8-yl)nicotinonitrile